1-(4-(5-(difluoromethyl)-1,3,4-oxadiazole-2-yl)-2-fluorobenzyl)-5-(5-methylfuran-2-yl)-3-(1-methylpiperidine-4-yl)-1,3-dihydro-2H-benzo[d]imidazole-2-one FC(C1=NN=C(O1)C1=CC(=C(CN2C(N(C3=C2C=CC(=C3)C=3OC(=CC3)C)C3CCN(CC3)C)=O)C=C1)F)F